4-(((7-((tert-Butoxycarbonyl)(4-(pyridin-2-yl)benzyl)amino)-3-cyclopropylpyrazolo[1,5-a]pyrimidin-5-yl)amino)methyl)piperidine-1-carboxylic acid tert-butyl ester C(C)(C)(C)OC(=O)N1CCC(CC1)CNC1=NC=2N(C(=C1)N(CC1=CC=C(C=C1)C1=NC=CC=C1)C(=O)OC(C)(C)C)N=CC2C2CC2